1-Butyl-5-(diaminomethylene)-3-(3-ethyl-1-(2-hydroxyethyl)-2,4-dioxo-1,3-diazadispiro[4.1.57.15]tridecan-10-yl)pyrimidine-2,4,6(1H,3H,5H)-trione C(CCC)N1C(N(C(C(C1=O)=C(N)N)=O)C1CCC2(CC3(C(N(C(N3CCO)=O)CC)=O)C2)CC1)=O